CC1=C(C=C(C=C1)CC2=CC=C(C=C2)N=C=O)N=C=O 3,4'-diisocyanato-4-methyldiphenylmethane